[Cl-].C[C@@H]1O[C@@H](CN(C1)C1=CC=CC(=N1)C=1N=C(SC1)CC(C(COC)[NH3+])=O)C 4-(4-(6-(cis-2,6-dimethylmorpholino)pyridin-2-yl)thiazol-2-yl)-1-methoxy-3-oxobutan-2-aminium chloride